4-({8'-bromo-4'H-spiro[cyclopropane-1,5'-naphtho[2,1-d][1,2]oxazol]-3'-yl}sulfamoyl)-3,5-dimethoxy-N-methylbenzamide BrC1=CC=C2C3(CC=4C(=NOC4C2=C1)NS(=O)(=O)C1=C(C=C(C(=O)NC)C=C1OC)OC)CC3